tert-butyl (1R,2R,5S)-2-allyl-3-(5-bromo-7-chloro-2-(ethylthio)-8-fluoropyrido[4,3-d]pyrimidin-4-yl)-1,5-difluoro-3,8-diazabicyclo[3.2.1]octane-8-carboxylate C(C=C)[C@@H]1[C@@]2(CC[C@](CN1C=1C3=C(N=C(N1)SCC)C(=C(N=C3Br)Cl)F)(N2C(=O)OC(C)(C)C)F)F